tert-butyl 3-(2-isopropylthio-5-oxo-7,8-dihydropyrido[4,3-d]pyrimidin-6(5H)-yl)propanoate C(C)(C)SC=1N=CC2=C(N1)CCN(C2=O)CCC(=O)OC(C)(C)C